(3R)-4-[(4aR,8aS)-3,4,4a,5,6,7,8,8a-Octahydro-2H-quinolin-1-yl]-3-[cyclopropyl-[(2,4-dimethoxyphenyl)methyl]amino]-4-oxo-butanamide N1(CCC[C@H]2CCCC[C@H]12)C([C@@H](CC(=O)N)N(CC1=C(C=C(C=C1)OC)OC)C1CC1)=O